COC(COC1CN(C1)C(=O)OC(C)(C)C)=O Tert-butyl 3-(2-methoxy-2-oxoethoxy)azetidine-1-carboxylate